BrC1=C(C(=C(NCC(C)(O)C)C(=C1)[N+](=O)[O-])F)F 1-(4-bromo-2,3-difluoro-6-nitro-anilino)-2-methyl-propan-2-ol